C(C1=CC=CC=C1)OC(=O)N[C@H](C(NCCCCCC(OCC1=CC=CC=C1)=O)=O)CCCCNC(CN(CC(=O)O)CC(=O)O)=O (S)-11-(((benzyloxy)carbonyl)amino)-19-(carboxymethyl)-3,10,17-trioxo-1-phenyl-2-oxa-9,16,19-triazahenicosan-21-oic acid